ClC1=C(C=C(C=C1)N1CCN(CC1)C1=NC=CC(=N1)NC(COC1=C2C(N(C(C2=CC=C1)=O)C1C(NC(CC1)=O)=O)=O)=O)C(F)(F)F N-(2-(4-(4-chloro-3-(trifluoromethyl)phenyl)piperazin-1-yl)pyrimidin-4-yl)-2-((2-(2,6-dioxopiperidin-3-yl)-1,3-dioxoisoindolin-4-yl)oxy)acetamide